NC1=NC=NN2C1=CC=C2[C@]2([C@]([C@@H]([C@H](O2)COP(=O)(OC2=CC=CC=C2)NC(C(=O)OCC(CC)CC)(C)C)O)(C)F)C#N 2-ethylbutyl 2-[[[(2R,3R,4R,5R)-5-(4-aminopyrrolo[2,1-f][1,2,4]triazin-7-yl)-5-cyano-4-fluoro-3-hydroxy-4-methyloxolan-2-yl]methoxy-phenoxyphosphoryl]amino]-2-methylpropanoate